ClC=1C=C(C(=O)N2CC=3C(=NN4C3C(N(C[C@H]4C(=O)NC)C(C)C=4C=NC(=CC4)C(C)(C)O)=O)C[C@H]2C)C=CC1Cl (3R,7S)-2-(3,4-Dichlorobenzoyl)-9-(1-(6-(2-hydroxypropan-2-yl)pyridin-3-yl)ethyl)-N,3-dimethyl-10-oxo-1,2,3,4,7,8,9,10-octahydropyrido[4',3':3,4]pyrazolo[1,5-a]pyrazine-7-carboxamide